The molecule is a C18, long straight-chain monounsaturated fatty acid anion; and the conjugate base of oleic acid, arising from deprotonation of the carboxylic acid group. It has a role as an Escherichia coli metabolite, a plant metabolite and a Saccharomyces cerevisiae metabolite. It is a conjugate base of an oleic acid. CCCCCCCC/C=C\\CCCCCCCC(=O)[O-]